5-chloro-3-cyclohexenyl-7-methoxy-6-(4-methoxyphenyl)-2-phenylpyrazolo[1,5-a]pyrimidine ClC1=NC=2N(C(=C1C1=CC=C(C=C1)OC)OC)N=C(C2C2=CCCCC2)C2=CC=CC=C2